NC=1N=NC(=CC1OCCC1=CC=C(CNC(CCCCCCCCCNC=2C=C3C(N(C(C3=CC2)=O)C2C(NC(CC2)=O)=O)=O)=O)C=C1)C1=C(C=CC=C1)O N-(4-(2-((3-amino-6-(2-hydroxyphenyl)pyridazin-4-yl)oxy)ethyl)benzyl)-10-((2-(2,6-dioxopiperidin-3-yl)-1,3-dioxoisoindolin-5-yl)amino)decanamide